C(C)OC([C@@H](N(CC(C)C)C(=O)OCC)CC(C)C)=O N-(ethoxycarbonyl)-N-isobutylleucine ethyl ester